8-nitro-benzopyran-4-one [N+](=O)([O-])C1=CC=CC=2C(C=COC21)=O